C(C=1C(O)=CC=CC1)=NCC(C)N=CC=1C(O)=CC=CC1 bis(salicylidene)propylenediamine